1,3,5-tris(3-cyclohexyl-4-hydroxyphenyl)adamantane C1(CCCCC1)C=1C=C(C=CC1O)C12CC3(CC(CC(C1)C3)(C2)C2=CC(=C(C=C2)O)C2CCCCC2)C2=CC(=C(C=C2)O)C2CCCCC2